C1(CCC1)CN(C(OCC1=C(N=NN1C)C1=NC(=C(C=C1)O[C@@H]1C[C@H](CCC1)C(NS(=O)(=O)C)=O)C)=O)C (1-methyl-4-(6-methyl-5-(((1S,3S)-3-((methylsulfonyl)carbamoyl) cyclohexyl)oxy)pyridin-2-yl)-1H-1,2,3-triazol-5-yl)methyl (cyclobutylmethyl)(methyl)carbamate